(S)-6-amino-2-ethyl-5-(3-hydroxy-2,6-dimethylphenyl)-3-methyl-4-oxo-4,5-dihydrothieno[3,2-c]pyridine-7-carboxamide NC1=C(C2=C(C(N1C1=C(C(=CC=C1C)O)C)=O)C(=C(S2)CC)C)C(=O)N